COC1=C(C(=CC=C1)OC)C1=CC(=NN1)C(=O)O 5-(2,6-dimethoxy-phenyl)-1H-pyrazole-3-carboxylic acid